ClC=1C=C(C=CC1S(=O)(=O)C)NC=1SC(=C(N1)C1=CC(=NC(=C1)OC)OC)CO (2-((3-Chloro-4-(methylsulfonyl)phenyl)amino)-4-(2,6-dimethoxypyridin-4-yl)thiazol-5-yl)methanol